FC1CN(CCC1=O)C(=O)OCC1=CC=CC=C1 benzyl 3-fluoro-4-oxo-piperidine-1-carboxylate